rac-(2'-(5,5-difluorotetrahydro-2H-pyran-2-yl)-3-fluoro-[2,4'-bipyridin]-3'-yl)carbamic acid tert-butyl ester C(C)(C)(C)OC(NC=1C(=NC=CC1C1=NC=CC=C1F)[C@@H]1OCC(CC1)(F)F)=O |r|